5-({4-[(4-chlorophenoxy)methyl]-2-thienyl}carbonyl)pyrimidin ClC1=CC=C(OCC=2C=C(SC2)C(=O)C=2C=NC=NC2)C=C1